(2-chloro-4-phenoxyphenyl)(4-(4-(p-tolyl)piperazin-1-yl)-7H-pyrrolo[2,3-d]pyrimidin-5-yl)methanone ClC1=C(C=CC(=C1)OC1=CC=CC=C1)C(=O)C1=CNC=2N=CN=C(C21)N2CCN(CC2)C2=CC=C(C=C2)C